4-((2S,5R)-2,5-dimethylpiperazin-1-yl)-1-methyl-2-oxo-1,2-dihydropyrido[3,2-d]pyrimidine-6-carbonitrile C[C@@H]1N(C[C@H](NC1)C)C=1C2=C(N(C(N1)=O)C)C=CC(=N2)C#N